CP(=O)(C)C1=CC2=C(N=C(N=C2N[C@H](C)C=2C(=C(C=CC2)C(C(C)(O)C)(F)F)F)C)C(=N1)C 1-{3-[(1R)-1-{[6-(dimethylphosphoryl)-2,8-dimethylpyrido[3,4-d]pyrimidin-4-yl]amino}ethyl]-2-fluorophenyl}-1,1-difluoro-2-methylpropan-2-ol